CC(C)(C)[S@](=O)NC(CC1=NC=CC=C1)C1=C(C=CC=C1)C1=NN(C2=CC=CC=C12)C (S)-2-methyl-N-{1-[2-(1-methyl-1H-indazol-3-yl)phenyl]-2-[pyridine-2-yl]ethyl}propane-2-sulfinamide